8-ethynyl-7-fluoro-3-(methoxymethoxy)naphthalen-1-yl pivalate C(C(C)(C)C)(=O)OC1=CC(=CC2=CC=C(C(=C12)C#C)F)OCOC